C1=CC=CC=2C3=CC=CC=C3C(C12)COC(=O)N[C@H](CC(=O)O)CO[Si](C)(C)C(C)(C)C (R)-3-(((9H-fluoren-9-yl)methoxy)carbonylamino)-4-(tert-butyldimethylsilyloxy)butanoic acid